N-[(S)-1-(3-chloro-4-tolyl)ethyl]-4-[(S)-5-methyl-1,4-diazepan-1-yl]-8-cyclopropyl-6-methyl-1,7-diaza-3-naphthamide ClC=1C=C(C=CC1[C@H](C)NC(=O)C=1C=NC2=C(N=C(C=C2C1N1CCN[C@H](CC1)C)C)C1CC1)C